N-(4,6-diamino-2-(5-fluoro-1-(2-fluorobenzyl)-1H-pyrazolo[3,4-b]pyridin-3-yl)pyrimidin-5-yl)-1-methylcyclobutane-1-carboxamide NC1=NC(=NC(=C1NC(=O)C1(CCC1)C)N)C1=NN(C2=NC=C(C=C21)F)CC2=C(C=CC=C2)F